FC(C=1C=C(CNC2=C3N=CN(C3=NC(=N2)C=2C=NC=C(C2)Cl)[C@H]2[C@@H]([C@@H]([C@H](O2)C(=O)NC([2H])([2H])[2H])O)O)C=CC1)(F)F (2S,3S,4R,5R)-5-(6-(3-(trifluoromethyl)benzylamino)-2-(5-chloropyridin-3-yl)-9H-purin-9-yl)-3,4-dihydroxyl-N-(methyl-d3)-tetrahydrofuran-2-formamide